C(C)(=O)N1CCC(CC1)NC(NCCCCCCCCCCCC(=O)O)=O 12-(3-(1-acetylpiperidin-4-yl)ureido)dodecanoic acid